C(C1=CC=CC=C1)OCCCCN1CCC2(CCN(CC2)C(CC(=O)OCCC(CCCCC)CCCCC)CC(=O)OCCC(CCCCC)CCCCC)CC1 bis(3-pentyloctyl) 3-(9-(4-(benzyloxy)butyl)-3,9-diazaspiro[5.5]undecan-3-yl)pentanedioate